C1(CC1)CN1C(=CC=2C1=C(N=CC2)C2CCN(CC2)C(=O)OC(C)(C)C)C=O tert-butyl 4-(1-(cyclopropylmethyl)-2-formyl-1H-pyrrolo[2,3-c]pyridin-7-yl)piperidine-1-carboxylate